2-isopropyl-7-methoxy-1,2,3,4-tetrahydroisoquinolin-6-amine C(C)(C)N1CC2=CC(=C(C=C2CC1)N)OC